3-Phenyl-3-(4-morpholinophenyl)-6-methoxy-7-(3-(2-hydroxycarbonylethyl)carboxymethylenpiperidin-1-yl)-13,13-dimethyl-3H,13H-indeno[2',3':3,4]naphtho[1,2-b]pyran C1(=CC=CC=C1)C1(C=CC2=C(O1)C=1C=C(C(=CC1C1=C2C(C2=CC=CC=C21)(C)C)N2C(C(CCC2)CCC(=O)O)=CC(=O)O)OC)C2=CC=C(C=C2)N2CCOCC2